2-(2-{[7-(5-methyl-1,2,4-oxadiazol-3-yl)isoquinolin-1-yl]amino}ethyl)-2,3-dihydro-1H-isoindole-5-carboxylic acid CC1=NC(=NO1)C1=CC=C2C=CN=C(C2=C1)NCCN1CC2=CC=C(C=C2C1)C(=O)O